O=C1NC(CCC1N1C(C2=CC=C(C=C2C1=O)C#CCOCCOCCOCCOCCNC(OC(C)(C)C)=O)=O)=O 1-tert-butyl (15-(2-(2,6-dioxopiperidin-3-yl)-1,3-dioxoisoindolin-5-yl)-3,6,9,12-tetraoxapentadec-14-yn-1-yl)carbamate